3-Oxo-1λ5,2-benziodoxole-1,1,1(3H)-triyltriacetate O=C1OI(C2=C1C=CC=C2)(CC(=O)[O-])(CC(=O)[O-])CC(=O)[O-]